4-((2-methylpyrimidin-5-yl)methyl)piperidine-4-carbonitrile hydrochloride Cl.CC1=NC=C(C=N1)CC1(CCNCC1)C#N